1-methylpyrrolidine-2-carboxamide CN1C(CCC1)C(=O)N